[Cu].OC1=C(C(=O)O)C=CC(=C1)O 2,4-dihydroxybenzoic acid copper